FC(C1=C(C=C(C=C1)C(F)(F)F)NC(CCl)=O)(F)F N-(2,5-bis(trifluoromethyl)phenyl)-2-chloroacetamide